3-(3-chloro-4-fluorophenyl)-5-(2-(3-fluoro-3-methylazetidin-1-yl)-2-oxoethyl)-1-(1-methyl-1H-pyrazol-4-yl)-1H-pyrrolo[3,2-c]pyridin-4(5H)-one ClC=1C=C(C=CC1F)C1=CN(C2=C1C(N(C=C2)CC(=O)N2CC(C2)(C)F)=O)C=2C=NN(C2)C